nonylundecyl neopentanoate C(C(C)(C)C)(=O)OC(CCCCCCCCCC)CCCCCCCCC